trimethylolpropane tri-(mercaptoacetate) SCC(=O)O.SCC(=O)O.SCC(=O)O.C(O)C(CC)(CO)CO